(S)-2-((R)-2-cyclopentyl-N-methyl-2-pivalamidoacetamido)pentanoic acid C1(CCCC1)[C@H](C(=O)N(C)[C@H](C(=O)O)CCC)NC(C(C)(C)C)=O